ClC=1C(=NC(=NC1)N[C@H]1[C@@H](COCC1)O)C=1C=NN2N=C(C=CC21)C2CCNCC2 (3S,4R)-4-((5-chloro-4-(6-(piperidin-4-yl)pyrazolo[1,5-b]pyridazin-3-yl)pyrimidin-2-yl)amino)tetrahydro-2H-pyran-3-ol